NC[C@@H]1[C@@H]([C@@H](C=2N(C=CC2O1)C(C(F)(F)F)=O)O)O 1-((5R,6R,7R)-5-(aminomethyl)-6,7-dihydroxy-6,7-dihydropyrano[3,2-b]pyrrol-1(5H)-yl)-2,2,2-trifluoroethan-1-one